[Cl-].[Cl-].BrC1=CC=C(C=C1)C(=[Zr+2](C1=CC(=CC=2C3=CC(=CC=C3CC12)C(C)(C)C)C(C)(C)C)C1C=CC=C1)C1=CC=C(C=C1)Br di-(p-bromophenyl)methylene(cyclopentadienyl)(3,6-di-tert-butylfluorenyl)zirconium dichloride